N-[4-(2,5-dimethoxyphenyl)-2-thiazolyl]-2-[[(4-fluorophenyl)sulfonyl]amino]-benzamide COC1=C(C=C(C=C1)OC)C=1N=C(SC1)NC(C1=C(C=CC=C1)NS(=O)(=O)C1=CC=C(C=C1)F)=O